COC1=NC=C(C=C1C=1C=NC=CC1)C methoxy-5-methyl-3,3'-bipyridine